C(C)(C)(C)OC(=O)N[C@H](CC1=C(C2=NC(=CC(=C2S1)N(C(OC(C)(C)C)=O)CC=1OC=CC1)Cl)Cl)C(=O)NC1=CC=C(C=C1)Cl tert-Butyl N-[2-[(2R)-2-(tert-butoxycarbonylamino)-3-(4-chloroanilino)-3-oxo-propyl]-3,5-dichloro-thieno[3,2-b]pyridin-7-yl]-N-(2-furylmethyl)carbamate